3-(3,4-bis(bromomethyl)-2,5-dioxo-2,5-dihydro-1H-pyrrol-1-yl)propionic acid trifluoroacetate FC(C(=O)O)(F)F.BrCC=1C(N(C(C1CBr)=O)CCC(=O)O)=O